CC(CCOC(C=C)=O)CCCC(CCCC(CCCC(C)C)C)C 3,7,11,15-tetramethylhexadecylacrylate